Tert-butyl-(1-((2-(((4-(3,5-dimethoxystyryl) phenoxy) carbonyl) oxy) ethyl) amino)-1-oxo-3-(tritylthio) propan-2-yl) carbamate C(N)(OC(C(=O)NCCOC(=O)OC1=CC=C(C=C1)C=CC1=CC(=CC(=C1)OC)OC)C(SC(C1=CC=CC=C1)(C1=CC=CC=C1)C1=CC=CC=C1)C(C)(C)C)=O